(3R,7as)-3-(hydroxymethyl)tetrahydro-1H-pyrrolizin OC[C@H]1CCC2=CCCN12